rac-N-[(4-(oxan-4-yl)-2,5-dioxoimidazolidin-4-yl)methyl]-2-phenyl-2H-1,2,3-triazole-4-carboxamide O1CCC(CC1)[C@@]1(NC(NC1=O)=O)CNC(=O)C1=NN(N=C1)C1=CC=CC=C1 |r|